CN1C(CCC1)=O N-Methyl-2-Pyrrolidinone